(5S,11R)-11-(3-(allyloxy)-3-oxopropyl)-1-(9H-fluoren-9-yl)-5-(naphthalen-2-ylmethyl)-3,6,9-trioxo-2-oxa-4,7,8,10-tetraazadodecane C(C=C)OC(CC[C@H](NC(NNC([C@@H](NC(OCC1C2=CC=CC=C2C=2C=CC=CC12)=O)CC1=CC2=CC=CC=C2C=C1)=O)=O)C)=O